COC=1C=C2C(=CC=NC2=CC1OC)OC1=CC=C(C=C1)NN=C(C(=O)OCC)C(C)=O Ethyl 2-{2-[4-(6,7-dimethoxyquinolin-4-yloxy) phenyl] hydrazono}-3-oxobutanoate